FC(C=1C(=C(C=CC1)[C@@H](C)NC(=O)C1=CN(C(C=C1NC1[C@@H]2CN(C[C@H]12)C)=O)[C@@H]1C(C1)(C)C)F)F N-((R)-1-(3-(difluoromethyl)-2-fluorophenyl)ethyl)-1-((S)-2,2-dimethylcyclopropyl)-4-(((1R,5S,6S)-3-methyl-3-azabicyclo[3.1.0]hex-6-yl)amino)-6-oxo-1,6-dihydropyridine-3-carboxamide